CC1=C(C(=C(C=C1)C(C(=O)OC(CC)C(C(CC)OC(C(=O)C1=C(C(=C(C=C1)C)C)C)=O)C)=O)C)C 4-methyl-3,5-heptanediol ditrimethylphenylglyoxylate